14-fluoro-16,17-dimethyl-10-oxa-2,12,18,20-tetrazapentacyclo[9.7.1.14,7.02,8.015,19]icosa-1(18),11,13,15(19),16-pentaene-20-carboxylate FC1=CN=C2OCC3C4CCC(CN3C3=NC(=C(C1=C32)C)C)N4C(=O)[O-]